N-[2-(7-chloro-5-methylpyrrolo[2,1-f][1,2,4]triazin-4-yl)-2-azaspiro[3.3]hept-6-yl]-N-methylsulfuric diamide ClC1=CC(=C2C(=NC=NN21)N2CC1(C2)CC(C1)N(S(N)(=O)=O)C)C